(Z)-4-isopropyl-3-(((1-(2-(4-methylpiperazin-1-yl)ethyl)indol-5-yl)-amino)-methylene)-2-oxoindoline-6-carboxylic acid methyl ester COC(=O)C1=CC(=C2/C(/C(NC2=C1)=O)=C/NC=1C=C2C=CN(C2=CC1)CCN1CCN(CC1)C)C(C)C